3,5-di-tert-butyl-4-hydroxy-phenylacrylic acid C(C)(C)(C)C=1C=C(C=C(C1O)C(C)(C)C)C(C(=O)O)=C